C(C)C(CC)C=1NC=2N(C(C1)=O)N=CC2 5-(1-ethylpropyl)-4H-pyrazolo[1,5-a]pyrimidin-7-one